ClC1=C(C(=NN1C)C(F)F)CO (5-chloro-3-(difluoromethyl)-1-methyl-1H-pyrazol-4-yl)methanol